(S)-(3-((3-borono-4-fluorobenzyl)(5,6-diamino-6-oxohexyl)carbamoyl)-5-fluorophenyl)boronic acid B(O)(O)C=1C=C(CN(C(=O)C=2C=C(C=C(C2)F)B(O)O)CCCC[C@@H](C(=O)N)N)C=CC1F